butyl 4-(5-methyl-6-{2-[3-methyl-5-(piperidine-1-sulfonyl)-1H-indol-1-yl]propanamido}pyridin-2-yl)piperazine-1-carboxylate CC=1C=CC(=NC1NC(C(C)N1C=C(C2=CC(=CC=C12)S(=O)(=O)N1CCCCC1)C)=O)N1CCN(CC1)C(=O)OCCCC